C1(CC1)C(C)N1N=C(C2=CC=CC=C12)C(=O)NC=1C=C(C(=O)NC2=C(C=C(C=C2)F)CC(=O)O)C=CC1N1CCCCC1 2-(2-(3-(1-(1-cyclopropylethyl)-1H-indazole-3-carboxamido)-4-(piperidin-1-yl)benzamido)-5-fluorophenyl)acetic acid